[Cl-].[Cl-].C[Si](=[Zr+2](C1=C(C=C2C(C=3CCCC3C=C12)C1=CC(=CC(=C1)C)C)C)C1C(=CC2=C(C(=C(C=C12)C(C)(C)C)OC)C1=CC(=CC(=C1)C)C)C)C Dimethylsilanediyl[2-methyl-4-(3,5-dimethylphenyl)-5-methoxy-6-tert-butylinden-1-yl][2-methyl-4-(3,5-dimethylphenyl)-5,6,7-trihydro-s-indacen-1-yl]zirconium dichloride